ClC=1C=NC(=NC1)NC=1C=NN(C1)CCO 5-chloro-2-((1-(2-hydroxyethyl)-1H-pyrazol-4-yl)amino)pyrimidin